O(CCOCCCNC(C=C)=O)CCOCCCNC(C=C)=O N,N'-[oxybis(1,2-ethanediyloxy-3,1-propanediyl)]bisacrylamide